ClC=1C=C(C=CC1)NC(=O)N[C@@H](CO)C1=CC(=NC=C1)OC(F)F |o1:11| rel-1-(3-chlorophenyl)-3-[(1R)-1-[2-(difluoro-methoxy)pyridin-4-yl]-2-hydroxyethyl]urea